C(C1=CC=CC=C1)(=O)OC1COCC1 tetrahydrofuran-3-yl benzoate